O1C2=C(OCC1)C=C(C=C2)N2C=NN(C2=O)CC2=CC(=C(OC(C(=O)O)(C)C)C(=C2)C)C 2-(4-((4-(2,3-Dihydrobenzo[b][1,4]dioxin-6-yl)-5-oxo-4,5-dihydro-1H-1,2,4-triazol-1-yl)methyl)-2,6-dimethylphenoxy)-2-methylpropionic acid